2-(diethylamino)ethanethiol C(C)N(CCS)CC